oxo-cholesterol acetate C(C)(=O)O[C@@H]1CC2=CC[C@H]3[C@@H]4CC[C@H]([C@@H](CCCC(C=O)C)C)[C@]4(CC[C@@H]3[C@]2(CC1)C)C